C(C)(C)S(=O)(=O)C1=NN(C=C1N)C 3-(isopropylsulfonyl)-1-methyl-4-amino-1H-pyrazole